C(C)C(CN1C=C(C(C=C1)=O)OCC=C)CCCC N-(2-ethylhexyl)-3-(2-propen-1-yloxy)-pyridin-4-one